ClC=1C=CC(=C(C1)C=1C=C(C=2OCCNC2N1)C=1C=C(C=NC1)C(=O)NCCCN(C(OC(C)(C)C)=O)C)F tert-butyl N-[3-({5-[6-(5-chloro-2-fluorophenyl)-2H,3H,4H-pyrido[3,2-b][1,4]oxazin-8-yl]pyridin-3-yl}formamido)propyl]-N-methylcarbamate